C(C)(C)(C)OC(=O)N1CC2=C(CC1)C(=NN2)C(=O)N2CCC(CC2)C2=C(C(=CC=C2)F)C(F)(F)F 3-(4-(3-fluoro-2-(trifluoromethyl)phenyl)piperidine-1-carbonyl)-1,4,5,7-tetrahydro-6H-pyrazolo[3,4-c]pyridine-6-carboxylic acid tert-butyl ester